C(CCCCCCCCCCCCCCCCC)[NH+](C1=C(C=CC=C1)C)CCCCCCCCCCCCCCCCCC Dioctadecyl-tolylammonium